1-(4-(3-amino-6-chloropyridazin-4-yl)phenyl)piperidin NC=1N=NC(=CC1C1=CC=C(C=C1)N1CCCCC1)Cl